1,2,5-oxathiaphospholane-2,2-dioxide O1S(CCP1)(=O)=O